3-bromo-N-(thiophen-2-ylmethyl)benzamide BrC=1C=C(C(=O)NCC=2SC=CC2)C=CC1